3-(2-Amino-9-((2R,3S,4S,5R)-4-fluoro-3-hydroxy-5-(hydroxymethyl)tetrahydrofuran-2-yl)-6,8-dioxo-1,6,8,9-tetrahydro-7H-purin-7-yl)propanenitril NC=1NC(C=2N(C(N(C2N1)[C@@H]1O[C@@H]([C@H]([C@H]1O)F)CO)=O)CCC#N)=O